(±)-(1S,2S,5R,6R)-2-hydroxybicyclo[3.1.0]hexane-6-carboxylic acid O[C@@H]1[C@@H]2[C@@H]([C@@H]2CC1)C(=O)O |r|